N-(2-Fluorophenyl)-4-(methylsulfanyl)pyridin-3-amine FC1=C(C=CC=C1)NC=1C=NC=CC1SC